Cl.N[C@H](C[C@@H](O)C=1SC=C(N1)C(=O)OC)C(C)C Methyl 2-((1R,3R)-3-amino-1-hydroxy-4-methylpentyl)thiazole-4-carboxylate hydrochloride